2-(2-methyltetrahydropyran-4-yl)oxyethanol isopropyl-2-[2,6-dimethyl-4-[3-[4-(methylthio)phenyl]-3-oxo-propyl]phenoxy]-2-methyl-propanoate C(C)(C)CC(C(=O)OCCOC1CC(OCC1)C)(C)OC1=C(C=C(C=C1C)CCC(=O)C1=CC=C(C=C1)SC)C